C(C)SC1=C(N=C(N1C)C1=CC=C(C=C1)C(F)(F)F)N1N=C2C(N=CC(=C2)C(F)(F)F)=C1 2-{5-(ethylsulfanyl)-1-methyl-2-[4-(trifluoromethyl)phenyl]-1H-imidazol-4-yl}-6-(trifluoromethyl)-2H-pyrazolo[4,3-b]pyridine